4-chloro-2-(4-((4-methylpiperazin-1-yl)methylphenyl-1H-pyrrolo[2,3-b]pyridin-3-yl)-2-methylphenyl)acrylamide 2,2,2-trifluoroacetate FC(C(=O)O)(F)F.ClC1(CC(=C(C=C1)C(C(=O)N)=C)C)C1=C(N(C2=NC=CC=C21)C2=CC=CC=C2)CN2CCN(CC2)C